C(C)(C)(C)OC(=O)NC=1SC(=CN1)C(=O)O 2-((tert-Butoxycarbonyl)amino)thiazole-5-carboxylic acid